N1=C(N=CC=C1)C=1N=NNC1 pyrimidyl-triazole